ClC1=NC=CC(=C1)CN1CCC2(CC1)COC1=C3CN(C(C3=CC=C12)=O)C1C(NC(CC1)=O)=O 3-(1'-((2-chloropyridin-4-yl)methyl)-6-oxo-6,8-dihydro-2H,7H-spiro[furo[2,3-e]isoindole-3,4'-piperidin]-7-yl)piperidine-2,6-dione